5-(5-fluoro-2-methoxypyridin-3-yl)-7-{(1S)-1-[1-(2-fluorophenyl)-1H-1,2,3-triazol-4-yl]propyl}-7H-pyrrolo[2,3-d]pyrimidin-4-amine FC=1C=C(C(=NC1)OC)C1=CN(C=2N=CN=C(C21)N)[C@@H](CC)C=2N=NN(C2)C2=C(C=CC=C2)F